N,N'-dimethyl-N-(aminomethyl)-N'-(carboxymethyl)-ethylenediamine CN(CCN(CC(=O)O)C)CN